Cl.CCCNC 2,N-dimethyl-1-ethanamine, hydrochloride salt